ClC1=NC=C(C=N1)NC(CC1=CC=C(C=C1)S(=O)(=O)CC)=O N-(2-chloropyrimidin-5-yl)-2-(4-(ethylsulfonyl)phenyl)acetamide